C[Ti](C1(C(=C(C(=C1C)C)C)C)C)(C)C trimethyl(pentamethylcyclopentadienyl)titanium(IV)